C(C)(C)C1=C(C(=CC(=C1)C(C)C)C(C)C)[B]C1=C(C=C(C=C1C(C)C)C(C)C)C(C)C bis(2,4,6-triisopropylphenyl)boron